(S)-N-((S)-1-cyclohexyl-2-(4-(2,3-di-methyl-2H-indazole-6-carbonyl)piperazin-1-yl)-2-oxoeth-yl)-2-(methylamino)-propanamide C1(CCCCC1)[C@@H](C(=O)N1CCN(CC1)C(=O)C=1C=CC2=C(N(N=C2C1)C)C)NC([C@H](C)NC)=O